methyl N-[[5-[1-(4-cyclopropyl-2,6-difluorophenyl)-1H-pyrazol-3-yl]-2-methyl-phenyl]methyl]carbamate C1(CC1)C1=CC(=C(C(=C1)F)N1N=C(C=C1)C=1C=CC(=C(C1)CNC(OC)=O)C)F